(2S,4R)-1-(2-(3-acetyl-5-(pyridazin-4-yl)-1H-indol-1-yl)acetyl)-4-fluoro-N-(2-(5-methyl-1H-pyrazol-1-yl)phenyl)pyrrolidine-2-carboxamide C(C)(=O)C1=CN(C2=CC=C(C=C12)C1=CN=NC=C1)CC(=O)N1[C@@H](C[C@H](C1)F)C(=O)NC1=C(C=CC=C1)N1N=CC=C1C